FC1=C(CNC=2C(C(C2NC)=O)=O)C=CC(=C1)C1=NOC(=N1)C(F)(F)F 3-((2-fluoro-4-(5-(trifluoromethyl)-1,2,4-oxadiazol-3-yl)benzyl)amino)-4-(methylamino)cyclobut-3-ene-1,2-dione